C1=CC=CC=2SC3=CC=CC=C3N(C12)CCCS(=O)(=O)[O-] 3-(10H-phenothiazin-10-yl)-propane-1-sulfonate